FC1=CC(=C(C=C1)C1=CC(=CC=C1)C=1OC2=C(N1)C=C(C=C2C(F)(F)F)CNCC2(CCC2)C)C2=NN=CN2C 1-(2-(4'-fluoro-2'-(4-methyl-4H-1,2,4-triazol-3-yl)-[1,1'-biphenyl]-3-yl)-7-(trifluoromethyl)benzo[d]oxazol-5-yl)-N-((1-methylcyclobutyl)methyl)methylamine